3-(4-chlorophenyl)-1-[3-(1H-pyrrol-2-yl)phenyl]Urea ClC1=CC=C(C=C1)NC(NC1=CC(=CC=C1)C=1NC=CC1)=O